N1=CC=C(C=C1)C1CCC(CC1)=O 4-(pyridin-4-yl)cyclohexanone